benzenetrialdehyde C1(=C(C(=CC=C1)C=O)C=O)C=O